C(#N)C1=C(C=C(C=C1)N1CCC(CC1)C1=CC=C(C=C1)N1CCN(CC1)C(=O)OC(C)(C)C)C(F)(F)F tert-Butyl 4-(4-(1-(4-cyano-3-(trifluoromethyl)phenyl)piperidin-4-yl)phenyl)piperazine-1-carboxylate